BrC1=C(C2=C(C(C3(CC3)O2)=O)C=C1)F 6-Bromo-7-fluoro-3H-spiro[benzofuran-2,1'-cyclopropane]-3-one